(S)-tert-butyl 4-(4-chloro-3-(1H-tetrazol-5-yl) phenyl)-2,2-dimethyloxazolidine-3-carboxylate ClC1=C(C=C(C=C1)[C@@H]1N(C(OC1)(C)C)C(=O)OC(C)(C)C)C1=NN=NN1